CC(CC=1C(CCCC1)=O)CC 2-(2-methylbutyl)-2-cyclohexen-1-one